OC(C1S(OCC1)(=O)=O)C1=CSC=C1 3-(hydroxy(thiophen-3-yl)methyl)-1,2-oxathiolane-2,2-dioxide